9-Hexadecyl-1,7,11,17-tetraoxa-2,6,12,16-tetraazacycloeicosane C(CCCCCCCCCCCCCCC)C1CONCCCNOCCCONCCCNOC1